FC(C1=NC2=CC=CC=C2C(=C1)NC1CCC(CC1)NC(=O)C1=NC2=CC=CN=C2C=C1)(F)F N-[(1s,4s)-4-{[2-(trifluoromethyl)quinolin-4-yl]amino}cyclohexyl]-1,5-naphthyridine-2-carboxamide